BrC=1C=C(\C=N\C(C(=O)O)C(C)C)C=C(C1OC(\C=C\C1=CC(=CC=C1)Br)=O)OC 2-((E)-((E)-3-bromo-4-((E)-3-(3-bromophenyl)acryloyloxy)-5-methoxybenzylidene)amino)-3-methylbutanoic acid